BrC=1C=C(C(=NC1)CBr)C(=O)OC methyl 5-bromo-2-(bromomethyl)pyridine-3-carboxylate